CC1=C(C(=O)C=2C=C3C=4C=C(C=CC4N(C3=CC2)CC)C(CC)=O)C=CC=C1 1-(6-(2-methylbenzoyl)-9-ethylcarbazol-3-yl)-propane-1-one